C1(CCC(N1C1(CCC(CC1)CNC(CI)=O)C(=O)[O-])=O)=O succinimidyl-4-(((iodoacetyl)amino)methyl)cyclohexane-1-carboxylate